O[C@@]1(CN(CC1)C1=CC=C(C=N1)C1CN(C1)C(=O)N1C[C@H](CC1)C(=O)N)C(F)(F)F (3S)-1-[3-[6-[(3S)-3-hydroxy-3-(trifluoromethyl)pyrrolidin-1-yl]-3-pyridinyl]azetidine-1-carbonyl]pyrrolidine-3-carboxamide